4-((5-(4-(4-aminophenyl)piperazin-1-yl)pentyl)oxy)-2-(2,6-dioxopiperidin-3-yl)isoindolin-1,3-dione NC1=CC=C(C=C1)N1CCN(CC1)CCCCCOC1=C2C(N(C(C2=CC=C1)=O)C1C(NC(CC1)=O)=O)=O